C1(=CC=C(C=C1)C(=O)OCC)C(=O)OCC 1,4-benzenedicarboxylic acid, diethyl ester